2-methylpyrazolo[1,5-a]-pyridin-5-ylpyrimidine-5-carboxamide CC1=NN2C(C=C(C=C2)C2=NC=C(C=N2)C(=O)N)=C1